Ethyl 5-fluoro-2-iodo-3-((2-methoxyethyl) amino)-4-nitrobenzoate FC=1C(=C(C(=C(C(=O)OCC)C1)I)NCCOC)[N+](=O)[O-]